NC=1C=C(C=CC1F)NC(C1=C(C=CC(=C1)C(F)(F)F)OC1=C(C=C(C=C1)F)C)=O N-(3-amino-4-fluorophenyl)-2-(4-fluoro-2-methylphenoxy)-5-(trifluoromethyl)benzamide